ClCC1=NC(=NC=C1)C1=CC=C(C=N1)NCCNC(OC(C)(C)C)=O tert-butyl (2-((6-(4-(chloromethyl)pyrimidin-2-yl)pyridin-3-yl)amino)ethyl)carbamate